C(C1=CC=CC=C1)N1C(C(C(C1=O)(C)C)OC1CCC(CC1)NC(=O)NCCCC)=O 1-((1s,4s)-4-((1-Benzyl-4,4-dimethyl-2,5-dioxopyrrolidin-3-yl)oxy)cyclohexyl)-3-butylurea